(difluoromethoxy)-2-fluorobenzonitrile FC(OC=1C(=C(C#N)C=CC1)F)F